CCCP1(=O)OP(=O)(OP(=O)(O1)CCC)CCC n-propylphosphonic acid anhydride